BrC1=CC=C(C=C1)[C@H]1[C@@H]([C@H](C[C@H](C1)OCC)C(NC1=C(C=C(C=C1)C(F)(F)F)F)=O)C(=O)OCC1=CC=CC=C1 benzyl (1S,2R,4S,6S)-2-(4-bromophenyl)-4-ethoxy-6-((2-fluoro-4-(trifluoromethyl)phenyl)carbamoyl)cyclohexane-1-carboxylate